(Z)-N-(3-hydrazino-3-oxo-1-phenylpropan-1-en-2-yl)benzamide N(N)C(/C(=C/C1=CC=CC=C1)/NC(C1=CC=CC=C1)=O)=O